4-(6-{[3-(1-methylethyl)phenyl]oxy}-3-pyridyl)-2,4-dihydro-3H-1,2,4-triazol-3-one CC(C)C=1C=C(C=CC1)OC1=CC=C(C=N1)N1C(NN=C1)=O